C(C)(C)(C)OC(=O)N(CC=1N=CSC1)CC1=CC(=C(C(=O)O)C=C1)C 4-(((tert-butoxycarbonyl)(thiazol-4-ylmethyl)amino)methyl)-2-methylbenzoic acid